FC1=C(C=CC=C1)C1=CC(=CN1S(=O)(=O)C1=CC(=CC=C1)C=CCOC)CNC 1-(5-(2-fluorophenyl)-1-((3-(3-methoxyprop-1-en-1-yl)phenyl)sulfonyl)-1H-pyrrole-3-yl)-N-methylmethylamine